para-tert-butylaniline C(C)(C)(C)C1=CC=C(N)C=C1